N1=C(NC2=NC=CC=C21)N[C@@H]2C[C@H](CC2)NC2=CC=C(C=N2)N2N=CC=CC2=O 2-(6-(((1S,3S)-3-((3H-Imidazo[4,5-b]pyridin-2-yl)amino)cyclopentyl)amino)pyridin-3-yl)pyridazin-3(2H)-one